COC1=CC=2C(=NN(N2)C=2C(=CC3=C(OCO3)C2)O)C=C1 6-(5-methoxy-2H-benzotriazol-2-yl)benzo[1,3]dioxol-5-ol